((3S,4S)-3-amino-4-(4-chlorophenyl)piperidin-1-yl)(imidazo[1,5-a]pyridin-8-yl)methanone N[C@@H]1CN(CC[C@H]1C1=CC=C(C=C1)Cl)C(=O)C=1C=2N(C=CC1)C=NC2